(E)-5-methoxy-3-(2-nitrovinyl)pyrazolo[1,5-a]pyridine COC1=CC=2N(C=C1)N=CC2\C=C\[N+](=O)[O-]